C1(C(C=CC2=CC3=CC4=CC=CC=C4C=C3C=C12)=O)=O Naphthacendion